NC1=NC=CC(=C1)C[C@@H]1[C@H](N(C1=O)C(=O)N[C@H](CC)C1CCCCC1)C(=O)N(C)C=1N(C=CN1)C (2S,3R)-3-((2-aminopyridin-4-yl)methyl)-N2-(1-methyl-1H-imidazol-2-yl)-N1-((R)-1-cyclohexylpropyl)-N2-methyl-4-oxoazetidine-1,2-dicarboxamide